C1(=CC=CC2=CC=C3C=C4C=CC=CC4=CC3=C12)C(O)C1C(OCO1)CO α'-tetraphenyl-1,3-dioxolan-4,5-dimethanol